(rac)-1-methyl-2-oxo-4-{4-[1-phenylethoxy]piperidin-1-yl}-1,2-dihydroquinoline-3-carbonitrile CN1C(C(=C(C2=CC=CC=C12)N1CCC(CC1)O[C@H](C)C1=CC=CC=C1)C#N)=O |r|